3H-imidazo[4,5-c]pyridine-4-carboxylic acid N1=CNC=2C(=NC=CC21)C(=O)O